6-(2-fluoro-3,5-bis(methoxy-d3)phenyl)-1-(4-(methoxy-d3)benzyl)-3-(1-methyl-4-nitro-1H-pyrazol-5-yl)-4,5,6,7-tetrahydro-1H-indazole FC1=C(C=C(C=C1OC([2H])([2H])[2H])OC([2H])([2H])[2H])C1CCC=2C(=NN(C2C1)CC1=CC=C(C=C1)OC([2H])([2H])[2H])C1=C(C=NN1C)[N+](=O)[O-]